CC1=NOC(=C1C=1C=C(CN2CCC(CC2)NC(OC(C)(C)C)=O)C=C(C1)O)C tert-butyl (1-(3-(3,5-dimethylisoxazol-4-yl)-5-hydroxybenzyl)piperidin-4-yl)carbamate